2-phenyl-3,3-bis(4-cyanato-3-methylphenyl)benzo[C]pyrrolidone C1(=CC=CC=C1)N1C(C2=C(C1(C1=CC(=C(C=C1)OC#N)C)C1=CC(=C(C=C1)OC#N)C)C=CC=C2)=O